C1(CCCCC1)C=1C(C=C(C(C1)=O)C)=O 2-cyclohexyl-5-methylcyclohexa-2,5-diene-1,4-dione